5-fluoro-N-(1-methylsulfonyl-4-piperidyl)pyridin-2-amine FC=1C=CC(=NC1)NC1CCN(CC1)S(=O)(=O)C